(2-Chloro-9-(4-(1-methyl-4-(trifluoromethyl)-1H-imidazol-2-yl)benzyl)-9H-purin-8-yl)methanamine ClC1=NC=C2N=C(N(C2=N1)CC1=CC=C(C=C1)C=1N(C=C(N1)C(F)(F)F)C)CN